(((2-(2,6-dioxopiperidin-3-yl)-1-oxoisoindolin-4-yl) azetidinediyl) bis(butane-4,1-diyl)) dicarbamate C(N)(OCCCCN1C(CC1)(CCCCOC(N)=O)C1=C2CN(C(C2=CC=C1)=O)C1C(NC(CC1)=O)=O)=O